4-({[4-cyano-1-(4-methylfuran-3-carbonyl)-3-[2-(trifluoromethyl)oxolan-3-yl]-1H-pyrazol-5-yl](methyl)amino}methyl)benzene-1-carboximidamide C(#N)C=1C(=NN(C1N(C)CC1=CC=C(C=C1)C(N)=N)C(=O)C1=COC=C1C)C1C(OCC1)C(F)(F)F